ClC=1N=C(C2=C(N1)N(C=C2)COCC[Si](C)(C)C)OC 2-[(2-chloro-4-methoxy-pyrrolo[2,3-d]pyrimidin-7-yl)methoxy]ethyl-trimethyl-silane